4-(4-fluorophenyl)-6-octylquinolin FC1=CC=C(C=C1)C1=CC=NC2=CC=C(C=C12)CCCCCCCC